6-Benzyloxy-5,7-dimethoxy-4-methyl-1-[(E)-2-(6-methyl-1,3-benzodioxol-5-yl)vinyl]-1,2,3,4-tetrahydroisoquinoline C(C1=CC=CC=C1)OC=1C(=C2C(CNC(C2=CC1OC)\C=C\C1=CC2=C(OCO2)C=C1C)C)OC